ClC1=CC(=C(C=C1Cl)[C@H](N[S@@](=O)C(C)(C)C)C1CCN(CC1)C1=CC(N(C=C1)C)=O)O (S)-N-[(R)-(4,5-dichloro-2-hydroxyphenyl)[1-(1-methyl-2-oxopyridin-4-yl)piperidin-4-yl]methyl]-2-methylpropane-2-sulfinamide